COC([C@@H](NC)C)=O Methyl-Alanine Methyl Ester